3-(6-chloro-1-(methylamino)-2,3-dihydro-1H-inden-5-yl)-6-((1-(3-cyclopropyl-3-phenylpropionyl)-4-hydroxypiperidin-4-yl)methyl)isothiazolo[4,3-d]pyrimidin-7(6H)-one ClC1=C(C=C2CCC(C2=C1)NC)C=1SN=C2C1N=CN(C2=O)CC2(CCN(CC2)C(CC(C2=CC=CC=C2)C2CC2)=O)O